[C@H]1([C@H](C([C@@H]([C@@H](C1O)O)O)OP(=O)(O)OC2[C@@H]([C@H](C([C@H]([C@H]2O)O)O)O)O)O)O di-myo-inositol 1,1'-phosphate